3-((5-(aminomethyl)-1-(4,4,4-trifluorobutyl)-1H-indol-2-yl)methyl)-5-fluoro-1-(oxetan-3-yl)-1,3-dihydro-2H-benzo[d]imidazol-2-one NCC=1C=C2C=C(N(C2=CC1)CCCC(F)(F)F)CN1C(N(C2=C1C=C(C=C2)F)C2COC2)=O